C(CCC)N1C(C2=CN=CC=C2C(=C1)C1=CC(=C(C(=C1)OC)CC=O)OC)=O (4-(2-butyl-1-oxo-1,2-dihydro-2,7-naphthyridin-4-yl)-2,6-dimethoxyphenyl)acetaldehyde